4-chlorobenzyl (4-((4-(2,2-difluoroethyl)piperazine-1-carboxamido)meth-yl)phenyl)carbamate FC(CN1CCN(CC1)C(=O)NCC1=CC=C(C=C1)NC(OCC1=CC=C(C=C1)Cl)=O)F